C(=C)OO[Si](C(C)(C)C)(C(C)(C)C)C(C)(C)C Vinyl-tri-tert-butyl-peroxysilane